(2R,5S)-N-(2-(3-(but-3-yn-1-yl)-3H-diazirin-3-yl)ethyl)-5-(4-chlorobenzyl)-4-(4-(1,5-dimethyl-1H-pyrazol-3-yl)cyclohexyl)morpholine-2-carboxamide C(CC#C)C1(N=N1)CCNC(=O)[C@H]1CN([C@H](CO1)CC1=CC=C(C=C1)Cl)C1CCC(CC1)C1=NN(C(=C1)C)C